NCC1CCC(CC1)N1C2=NC(=NC=C2N=C1NC1=CC=C(C=C1)C(F)(F)F)NC(C)(C)C 9-((1s,4s)-4-(aminomethyl)cyclohexyl)-N2-tert-butyl-N8-(4-(trifluoromethyl)phenyl)-9H-purine-2,8-diamine